3-(3-chloro-4-(4,4-difluorocyclohexyl)phenyl)-2,2-dimethylpropionaldehyde ClC=1C=C(C=CC1C1CCC(CC1)(F)F)CC(C=O)(C)C